FC=1C(=NC(=NC1)C1=NN(C(=C1)C=1SC=CN1)CC1=C(C=CC=C1)F)O 5-fluoro-2-(1-(2-fluorobenzyl)-5-(thiazol-2-yl)-1H-pyrazol-3-yl)pyrimidin-4-ol